ClC=1C=C(C=CC1)C1=CC=C(C=C1)Cl 3,4'-dichlorobiphenyl